FC(C=1C(=C(C=CC1)[C@@H](C)NC1=NC(=NC2=C3C(=C(C=C12)[C@]1(C[C@H](N(CC1)C(C)=O)C)O)OCC3)C)F)F 1-((2R,4S)-4-(4-(((R)-1-(3-(difluoromethyl)-2-fluorophenyl)ethyl)amino)-2-methyl-8,9-dihydrofuro[2,3-h]quinazolin-6-yl)-4-hydroxy-2-methylpiperidin-1-yl)ethan-1-one